Bis(cyclopentadienyl)titanium C1(C=CC=C1)[Ti]C1C=CC=C1